Methyl ((4-chloro-3-nitrophenyl) sulfonyl)-L-alaninate ClC1=C(C=C(C=C1)S(=O)(=O)N[C@@H](C)C(=O)OC)[N+](=O)[O-]